2-bromo-1,1-diethoxypropane BrC(C(OCC)OCC)C